1-(4-fluoro-2-methylphenyl)-3-(6-methyl-2-oxo-1,2-dihydropyrimidin-5-yl)-7-(trifluoromethoxy)-2,3-dihydro-quinazolin-4(1H)-one FC1=CC(=C(C=C1)N1CN(C(C2=CC=C(C=C12)OC(F)(F)F)=O)C=1C=NC(NC1C)=O)C